ClC1=C(C(=O)NC=2C=C3C(=CNC3=CC2)C=2CCN(CC2)CCC)C=CC=C1 5-(2-chlorobenzoyl)amino-3-(1-propyl-1,2,3,6-tetrahydropyridin-4-yl)-1H-indole